2-(2,2-bis(mercaptodimercaptomethylthio)ethyl)-1,3-dithiane SC(SC(CC1SCCCS1)SC(S)(S)S)(S)S